{2-[2-({9-chloro-7-methoxy-1H,2H,3H-cyclopenta[b]quinolin-6-yl}oxy)ethoxy]ethyl}diethylamine ClC1=C2C(=NC=3C=C(C(=CC13)OC)OCCOCCN(CC)CC)CCC2